2-Amino-7-(4-chlorobenzyl)-9-((2R,3S,4S,5R)-4-fluoro-3-hydroxy-5-(hydroxymethyl)tetrahydrofuran-2-yl)-7,9-dihydro-1H-purin-6,8-dion NC=1NC(C=2N(C(N(C2N1)[C@@H]1O[C@@H]([C@H]([C@H]1O)F)CO)=O)CC1=CC=C(C=C1)Cl)=O